2-hydroxy-N1-(3-methacrylamidopropyl)-N,N1,N3,N3,N3-pentamethylpropane-1,3-diaminium OC(C[N+](C)(C)CCCNC(C(=C)C)=O)C[N+](C)(C)C